distearyl diphosphite O(P(OCCCCCCCCCCCCCCCCCC)OP([O-])[O-])CCCCCCCCCCCCCCCCCC